N=1C=NN2C1C=CC(=C2)C=2C=CN1N=C(N=C(C12)OC([2H])([2H])[2H])NC1CCC2(CN(C2)C(C)=O)CC1 1-(7-((5-([1,2,4]triazolo[1,5-a]pyridin-6-yl)-4-(methoxy-d3)pyrrolo[2,1-f][1,2,4]triazin-2-yl)amino)-2-azaspiro[3.5]nonan-2-yl)ethan-1-one